C(/C=C/C=C(/C(=O)O)\\[O-])C(=O)[O-] The molecule is a dicarboxylic acid dianion obtained by deprotonation of the carboxy groups of 2-hydroxyhepta-2,4-dienedioic acid; major species at pH 7.3. It is a conjugate base of a 2-hydroxyhepta-2,4-dienedioic acid. It is a tautomer of a 2-oxohept-4-ene-1,7-dioate.